benzene-sulfonic acid C1(=CC=CC=C1)S(=O)(=O)O